C(C)(C)(C)OC(=O)N(CC#CC1=C(C=C(C(=C1)F)F)NC1=C(C(=O)OC)C=C(C=C1)C(F)(F)F)C1=NC(=CC=C1[N+](=O)[O-])OC Methyl 2-((2-(3-((tert-butoxycarbonyl)(6-methoxy-3-nitropyridin-2-yl)amino)-prop-1-yn-1-yl)-4,5-difluorophenyl)amino)-5-(trifluoromethyl)benzoate